C1OCC12CCN(CC2)C[C@H]2CSC=1C(=C(C=C3C(=NC(N2C13)=O)O)C(F)(F)F)Cl (S)-3-(2-oxa-7-azaspiro[3.5]nonan-7-ylmethyl)-10-chloro-7-hydroxy-9-(trifluoromethyl)-2H-[1,4]thiazino[2,3,4-ij]quinazolin-5(3H)-one